FC1CC=2C(NC1)=C(SC2)C(=O)OC methyl 3-fluoro-1,2,3,4-tetrahydrothieno[3,4-b]pyridine-7-carboxylate